N-ethyl-5-fluoro-N-isopropyl-2-((5-(2-(1-(isopropylamino)-4-methylpentan-3-yl)-2,6-diazaspiro[3.4]oct-6-yl)-1,2,4-triazin-6-yl)oxy)benzamide fumarate C(\C=C\C(=O)O)(=O)O.C(C)N(C(C1=C(C=CC(=C1)F)OC1=C(N=CN=N1)N1CC2(CN(C2)C(CCNC(C)C)C(C)C)CC1)=O)C(C)C